2-(2-(8-bromoimidazo[1,5-a]pyridin-3-yl)propan-2-yl)isoindoline-1,3-dione BrC=1C=2N(C=CC1)C(=NC2)C(C)(C)N2C(C1=CC=CC=C1C2=O)=O